[N+](=O)([O-])C1=CC=C(C=N1)N1C[C@H](CC1)N (S)-1-(6-nitropyridin-3-yl)pyrrolidin-3-amine